CC1=C(C(=O)NCC2=CC=C(C=C2)C)C=CC=C1C 2,3-dimethyl-N-(4-methylbenzyl)benzamide